2-(2-(2-(benzyloxy)phenoxy)pyridin-3-yl)-2-hydroxyacetonitrile C(C1=CC=CC=C1)OC1=C(OC2=NC=CC=C2C(C#N)O)C=CC=C1